BrC1=CC(=CN2C(N(N(C=C21)N2CCCCC2)C)=O)C 9-Bromo-3,7-dimethyl-2-(piperidin-1-yl)-2,3-dihydro-4H-pyrido[1,2-d][1,2,4]triazin-4-one